7-(4-(pyrrolidin-1-yl)benzyl)-2,7-diazaspiro[3.5]nonane N1(CCCC1)C1=CC=C(CN2CCC3(CNC3)CC2)C=C1